O1C=CC=CC2=C1C=CC=C2 benzoxepin